COC[C@@H]1[C@H](CCCC1)C1=NC2=CC=C(C=C2C=C1)CN1C[C@H](CC1)OC=1C=C2CN(C(C2=CC1)=O)C1C(NC(CC1)=O)=O 3-(5-(((S)-1-((2-((1S,2S)-2-(Methoxymethyl)cyclohexyl)quinolin-6-yl)methyl)pyrrolidin-3-yl)oxy)-1-oxoisoindolin-2-yl)piperidine-2,6-dione